ClC1=CC2=C(C=N1)C(=CN2C2=NC(=CC(=C2)OCC2CS(C2)(=O)=O)[C@]2(COCC2)OC)C (R)-3-(((2-(6-Chloro-3-methyl-1H-pyrrolo[3,2-c]pyridin-1-yl)-6-(3-methoxytetrahydrofuran-3-yl)pyridin-4-yl)oxy)methyl)thietane 1,1-dioxide